Ethyl (2EZ)-2-(acetyloxy)-5-{4-[2-(2-ethoxyethoxy)ethoxy]phenyl}pent-2-enoate C(C)(=O)OC(C(=O)OCC)=CCCC1=CC=C(C=C1)OCCOCCOCC